5-(((6-(4-Fluorophenyl)-8-methoxyquinazolin-4-yl)amino)methyl)-N-methylpyridineamide FC1=CC=C(C=C1)C=1C=C2C(=NC=NC2=C(C1)OC)NCC=1C=CC(=NC1)C(=O)NC